O,O-diethyl phosphorochloridothioate P(OCC)(OCC)(Cl)=S